methyl (S)-2-(3-aminoprop-1-yn-1-yl)-4-((1-(2-(4-(4-chlorophenyl)-2,3,9-trimethyl-6H-thieno[3,2-f][1,2,4]triazolo[4,3-a][1,4]diazepin-6-yl)acetyl)piperidin-4-yl)amino)benzoate NCC#CC1=C(C(=O)OC)C=CC(=C1)NC1CCN(CC1)C(C[C@H]1C=2N(C3=C(C(=N1)C1=CC=C(C=C1)Cl)C(=C(S3)C)C)C(=NN2)C)=O